N[C@H]1CN(C[C@@H]1C)C=1C2=CN(N=C2C=CC1NC(=O)C1=NN(C(C=C1)=O)C1=C(C=CC=C1F)F)C1(CC1)C N-(4-((3R,4S)-3-amino-4-methylpyrrolidin-1-yl)-2-(1-methylcyclopropyl)-2H-indazol-5-yl)-1-(2,6-difluorophenyl)-6-oxo-1,6-dihydropyridazine-3-carboxamide